(2-hydroxyethyl)trimethylammonium argininate N[C@@H](CCCNC(N)=N)C(=O)[O-].OCC[N+](C)(C)C